FC(C1=NN(C=C1NC(=O)C=1C=NN2C1N=C(C=C2)N2CC1(CC(C1)=O)C2)C2CCNCC2)F N-(3-(difluoromethyl)-1-(piperidin-4-yl)-1H-pyrazol-4-yl)-5-(2-oxo-6-azaspiro[3.3]heptane-6-yl)pyrazolo[1,5-a]pyrimidine-3-carboxamide